CC1(OB(OC1(C)C)C1=CC(=CC=C1)OC(F)(F)F)C 4,4,5,5-tetramethyl-2-[3-(trifluoromethoxy)phenyl]-1,3,2-dioxaborolane